ClC1=NC2=C(N1)C=C(C=C2)[N+](=O)[O-] 2-chloro-6-nitro-1H-benzimidazole